ClC=1C=C(C=CC1C)NC(OCC1=C(C=C2C=C(C(=NC2=C1)C)C1C(NC(CC1)=O)=O)C)=O (3-(2,6-Dioxopiperidin-3-yl)-2,6-dimethylquinolin-7-yl)methyl (3-chloro-4-methylphenyl)carbamate